tert-butyl ((1S,2R,5S)-2-methyl-5-((1-oxo-1,3-dihydroisobenzofuran-5-yl)oxy)cyclopentyl)carbamate C[C@H]1[C@@H]([C@H](CC1)OC=1C=C2COC(C2=CC1)=O)NC(OC(C)(C)C)=O